7-(3-(4-chloropyridin-3-yl)-7,8-dihydro-1,6-naphthyridin-6(5H)-yl)-8,9-dimethyl-4H-pyrimido[1,2-b]pyridazin-4-one ClC1=C(C=NC=C1)C=1C=NC=2CCN(CC2C1)C=1C(=C(C=2N(N1)C(C=CN2)=O)C)C